(3R)-4-(3-(aminomethyl)-6-(8-oxa-3-azabicyclo[3.2.1]oct-3-yl)pyridazin-4-yl)-3-methylpiperazine-1-carboxylic acid tert-butyl ester C(C)(C)(C)OC(=O)N1C[C@H](N(CC1)C1=C(N=NC(=C1)N1CC2CCC(C1)O2)CN)C